N-[(2R,3S)-2-Cyclopropyl-1-[1-(4-fluorophenyl)-1H-indazol-5-yl]-pyrrolidin-3-yl]-2,2-difluoro-propionamide C1(CC1)[C@H]1N(CC[C@@H]1NC(C(C)(F)F)=O)C=1C=C2C=NN(C2=CC1)C1=CC=C(C=C1)F